3,5-dimethyl-1,2-benzoxazol CC1=NOC2=C1C=C(C=C2)C